N-((R)-1-ethyl-2-oxoazetidin-3-yl)-6-((1-((1R,4R)-4-methoxycyclohexyl)-2-oxo-1,2-dihydropyridin-3-yl)amino)-8-(methylamino)imidazolo[1,2-b]pyridazine-3-carboxamide C(C)N1C([C@@H](C1)NC(=O)C1=CN=C2N1N=C(C=C2NC)NC=2C(N(C=CC2)C2CCC(CC2)OC)=O)=O